C(CCCCCCC\C=C/C\C=C/CCCCC)C1(OCC(O1)CCN(C)C)CCCCCCCC\C=C/C\C=C/CCCCC 2-(2,2-di((9Z,12Z)-octadecan-9,12-dien-1-yl)-1,3-dioxolan-4-yl)-N,N-dimethylethylamine